CC1=CC=C(C(=N1)C(=O)N1[C@H]2C(CC(C1)CC2)NC2=NC=C(N=C2)C(F)(F)F)N2N=CC=N2 |r| (R/S)-(6-methyl-3-(2H-1,2,3-triazol-2-yl)pyridin-2-yl)(6-((5-(trifluoromethyl)pyrazin-2-yl)amino)-2-azabicyclo[2.2.2]octan-2-yl)methanone